Benzyl glutamate nitrogen [N+3].N[C@@H](CCC(=O)[O-])C(=O)OCC1=CC=CC=C1.C(C1=CC=CC=C1)OC([C@@H](N)CCC(=O)[O-])=O.C(C1=CC=CC=C1)OC([C@@H](N)CCC(=O)[O-])=O